NC=1C(=NC=C(C1)C1=C(N=C(S1)CO)C)C#N 3-amino-5-(2-(hydroxymethyl)-4-methylthiazol-5-yl)picolinonitrile